rac-(3aS,5R,7S,7aS)-1-isopropyl-3,3,5,7-tetramethyl-5-(3-methylbut-2-en-1-yl)octahydrobenzo[c]isoxazole C(C)(C)N1OC([C@@H]2[C@@H]1[C@H](C[C@](C2)(CC=C(C)C)C)C)(C)C |r|